2-((3-methoxy-4-(4-methylpiperazin-1-yl)phenyl)amino)-8-methyl-5-((triisopropylsilyl)ethynyl)pyrido[2,3-d]pyrimidin-7(8H)-one COC=1C=C(C=CC1N1CCN(CC1)C)NC=1N=CC2=C(N1)N(C(C=C2C#C[Si](C(C)C)(C(C)C)C(C)C)=O)C